N-[(5-methyl-1,2,4-oxadiazol-3-yl)methyl]-6-(5-methylthiazol-2-yl)pyrido[2,3-d]pyrimidin-4-amine CC1=NC(=NO1)CNC=1C2=C(N=CN1)N=CC(=C2)C=2SC(=CN2)C